The molecule is an isocyanide that is indole which is substituted at position 3 by a 2-isocyanovinyl group. The Z isomer has been isolated from a Pseudomonas species and has antibacterial properties. It is a member of indoles, an isocyanide and an olefinic compound. [C-]#[N+]/C=C/C1=CNC2=CC=CC=C21